dl-O-(cis-3-hexenyl)-galactopyranose C(C\C=C/CC)OC1[C@H](O)[C@@H](O)[C@@H](O)[C@H](O1)CO